CCC(CCC)NC1=NC(=NC=C1C(F)(F)F)NC=1C=CC(=C(C(=O)OC)C1)B1OC(C(O1)(C)C)(C)C methyl 5-((4-(hexan-3-ylamino)-5-(trifluoromethyl)pyrimidin-2-yl)amino)-2-(4,4,5,5-tetra-methyl-1,3,2-dioxaborolan-2-yl)benzoate